ClC=1C=C(C=C(C1CC1=CC(=C(C=C1)O)C(C)C)Cl)CCC(=O)OC methyl 3-(3,5-dichloro-4-(4-hydroxy-3-isopropylbenzyl)phenyl)propanoate